COC(C1=C(C=C(C=C1)NC(=O)C=1N(C(=CN1)C=1C(=NN(C1)C=1C=NC(=CC1)Cl)C(F)(F)F)C)Cl)=O 2-chloro-4-[[5-[1-(6-chloro-3-pyridyl)-3-(trifluoromethyl)pyrazol-4-yl]-1-methyl-imidazole-2-carbonyl]amino]benzoic acid methyl ester